ClC1=CC=C(C(=N1)C(=O)O)N[C@H](C)C=1C=C(C=C2C(C=C(OC12)C1=CC=C2C(=N1)SC(=N2)C)=O)C 6-Chloro-3-[[(1R)-1-[6-methyl-2-(2-methylthiazolo[5,4-b]pyridin-5-yl)-4-oxo-chromen-8-yl]ethyl]amino]pyridine-2-carboxylic acid